ClC=1C(=NC(=CC1)C1=CC(=C(C=C1)C(F)(F)F)OC)C(=O)O 3-Chloro-6-(3-methoxy-4-(trifluoromethyl)phenyl)picolinic acid